1-(3-(((4,4-bis(octyloxy)butanoyl)oxy)methyl)-5-(((4-(((2-(pyrrolidin-1-yl)ethyl)carbamoyl)oxy)decanoyl)oxy)methyl)benzyl) 8-nonyl octanedioate C(CCCCCCC(=O)OCCCCCCCCC)(=O)OCC1=CC(=CC(=C1)COC(CCC(CCCCCC)OC(NCCN1CCCC1)=O)=O)COC(CCC(OCCCCCCCC)OCCCCCCCC)=O